NC1=NC=NN2C1=C(C=C2C=2C(=C(C(=O)N[C@@H]1CN(C[C@@H]1F)C(=O)C1CCC(CC1)(F)F)C(=CC2)C)F)C(F)(F)F 3-[4-amino-5-(trifluoromethyl)pyrrolo[2,1-f][1,2,4]triazin-7-yl]-N-[(3R,4S)-1-(4,4-difluorocyclohexanecarbonyl)-4-fluoropyrrolidin-3-yl]-2-fluoro-6-methylbenzamide